NC(C(=O)O)CNC(=N)N 2-Amino-3-guanidinopropionic acid